Cl.C(C)OC=1C=C(C=2N(C1)N=C1C2C=NN1)C=1N=CC(=NC1)N1CCC(CC1)(N)C 1-(5-(6-ethoxy-1H-pyrazolo[3',4':3,4]pyrazolo[1,5-a]pyridin-4-yl)pyrazin-2-yl)-4-methylpiperidin-4-amine hydrochloride